3-Bromo-thiophene-2-carboxylic acid [6-(1-methyl-piperidine-4-carbonyl)-pyridin-2-yl]-amide CN1CCC(CC1)C(=O)C1=CC=CC(=N1)NC(=O)C=1SC=CC1Br